2-chloro-N-(2-ethyl-6-methylphenyl)-N-[(1S)-2-methoxy-1-methylethyl]acetamide CCC1=CC=CC(=C1N([C@@H](C)COC)C(=O)CCl)C